CC1=CC=CC=2N(C(N(C21)C2=NC(=C(N=C2)C2=C1C(=CN=C2)NN=C1C)C)=O)CC(=O)NCC(F)(F)F 2-[4-methyl-3-[6-methyl-5-(3-methyl-1H-pyrazolo[3,4-c]pyridin-4-yl)pyrazin-2-yl]-2-oxo-benzimidazol-1-yl]-N-(2,2,2-trifluoroethyl)acetamide